N(C)CC(=O)O.OCCOCCN 2-(2-hydroxyethoxy)ethylamine sarcosinate